tin (II) ethanesulfonate C(C)S(=O)(=O)[O-].[Sn+2].C(C)S(=O)(=O)[O-]